C(C)N1CCC2=C(CC1)C=C1C(=C2)NC=N1 7-Ethyl-1,5,6,7,8,9-hexahydroimidazo[4',5':4,5]benzo[1,2-d]azepine